BrC=1C(=NOC1C)O[C@H]1[C@@H]2[C@H](N(C1)C(=O)OC(C)(C)C)CCCO2 tertbutyl (3R,3aS,7aR)-3-((4-bromo-5-methylisoxazol-3-yl)oxy)hexahydropyrano[3,2-b]pyrrole-1(2H)-carboxylate